(2E)-3-(4-bromophenyl)-1-(4-ethylphenyl)prop-2-en-1-one [({[(methylbenzenesulfonamido)imino]cyclohexyl}oxy)methyl]-2-oxo-3-oxa-1,8-diazaspiro[5.5]undecane-8-carboxylate CC1=C(C=CC=C1)S(=O)(=O)NN=C1C(CCCC1)OCOC(=O)N1CC2(CCOC(N2)=O)CCC1.BrC1=CC=C(C=C1)/C=C/C(=O)C1=CC=C(C=C1)CC